C(C)NC(C1=CC=CC(=C1)C)=O N-ethyl-5-methyl-benzamide